C(CCCCCCCCCCCCC)(=O)N[C@H](CC(=O)O)C(=O)O myristoyl-D-aspartic acid